1H-benzimidazole-4-sulfonic acid N1C=NC2=C1C=CC=C2S(=O)(=O)O